FC(C1=NN=C2N1CCN(C2)CCC(CC2=C(C=C(C(=C2)F)F)F)=O)(F)F 4-[3-(trifluoromethyl)-5,6-dihydro-[1,2,4]triazolo[4,3-a]pyrazin-7(8H)-yl]-1-(2,4,5-Trifluorophenyl)butan-2-one